CC1CN(C1)CC1=CC(=NC=C1)C=1C=C2CN(C(C2=CC1)=O)C1C(NC(CC1)=O)=O 3-(5-(4-((3-methylazetidin-1-yl)methyl)pyridin-2-yl)-1-oxoisoindolin-2-yl)piperidine-2,6-dione